N(=C=S)CCSCCN=C=S bis(isothiocyanatoethyl)sulfide